C(CC)C1=NC(=NC(=N1)CCC)C1=CC=CC=C1 2,4-dipropyl-6-phenyl-1,3,5-triazine